C(C)(C)(C)N(C(O)=O)CCN.O1CCN(CC1)[SiH2]C=C(C)C morpholinodimethylvinylsilane tert-butyl-(2-aminoethyl)carbamate